(R)-3-(4-cyanophenethyl)-N-(pyridin-2-yl)-1-(2-(pyridin-2-yl)propan-2-yl)pyrrolidine-3-carboxamide C(#N)C1=CC=C(CC[C@@]2(CN(CC2)C(C)(C)C2=NC=CC=C2)C(=O)NC2=NC=CC=C2)C=C1